(1R,2S,5S)-N-((2S)-4-(3-chlorophenoxy)-3-oxo-1-(5-oxo-4-azaspiro[2.4]hept-6-yl)butan-2-yl)-6,6-dimethyl-3-azabicyclo[3.1.0]hexane-2-carboxamide hydrochloride Cl.ClC=1C=C(OCC([C@H](CC2C(NC3(CC3)C2)=O)NC(=O)[C@@H]2[C@H]3C([C@H]3CN2)(C)C)=O)C=CC1